1-(3,4-Dimethoxyphenyl)propan-1-one COC=1C=C(C=CC1OC)C(CC)=O